4-[6-(1-cyano-1-methyl-ethyl)pyrazolo[1,5-a]pyridin-3-yl]-2-(difluoromethoxy)-N-[(1R,2R)-2-fluorocyclopropyl]-6-methoxy-benzamide C(#N)C(C)(C)C=1C=CC=2N(C1)N=CC2C2=CC(=C(C(=O)N[C@H]1[C@@H](C1)F)C(=C2)OC)OC(F)F